[C@H](C)(CC)N1N=CC=2N=C(N=C(C21)NC(C=2C=C1C=NN(C1=CC2)CC)C2CC2)N2CCN(CC2)C(=O)N 4-(1-((S)-sec-Butyl)-7-{[cyclopropyl-(1-ethyl-1H-indazol-5-yl)-methyl]-amino}-1H-pyrazolo[4,3-d]pyrimidin-5-yl)-piperazine-1-carboxylic acid amide